1,3-bis(6-neopentoxyhexyl)imidazolium C(C(C)(C)C)OCCCCCCN1C=[N+](C=C1)CCCCCCOCC(C)(C)C